(S)-(1-(2-(6-chlorobenzo[d][1,3]dioxol-4-yl)ethyl)pyrrolidin-3-yl)methanamine disuccinate C(CCC(=O)O)(=O)O.C(CCC(=O)O)(=O)O.ClC=1C=C(C2=C(OCO2)C1)CCN1C[C@@H](CC1)CN